fmocglutamic acid C(=O)(OCC1C2=CC=CC=C2C2=CC=CC=C12)N[C@@H](CCC(=O)O)C(=O)O